CC1SC=C(S1)C 2,4-dimethyl-1,3-dithiol